NCC(=O)N1CCC(CC1)C1=C(N(C=C1)S(NC(=O)OCC1=CC=CC=C1)(=O)=O)C(=O)OCC1=CC=CC=C1 Benzyl 3-[1-(2-aminoacetyl)-4-piperidyl]-1-(benzyloxycarbonylsulfamoyl)pyrrole-2-carboxylate